(S)-(1-(3-((3-(difluoromethyl)-1-(piperidin-4-yl)-1H-pyrazol-4-yl)carbamoyl)pyrazolo[1,5-a]Pyrimidin-5-yl)piperidin-3-yl)carbamic acid tert-butyl ester C(C)(C)(C)OC(N[C@@H]1CN(CCC1)C1=NC=2N(C=C1)N=CC2C(NC=2C(=NN(C2)C2CCNCC2)C(F)F)=O)=O